F[C@H]1COCC[C@@H]1N1CC2(C1)CN(C2)S(=O)(=O)C=2C(=NC(=CC2)C(F)(F)F)C 2-((3R,4S)-3-fluorotetrahydro-2H-pyran-4-yl)-6-((2-methyl-6-(trifluoromethyl)pyridin-3-yl)sulfonyl)-2,6-diazaspiro[3.3]heptane